ClC=1C=NC=C(C1NC(C1=CC(=C(C=C1)OC(F)F)OCCCCCCCN1CCC(CC1)C1=C2CN(C(C2=CC=C1)=O)C1C(NC(CC1)=O)=O)=O)Cl N-(3,5-Dichloropyridin-4-yl)-4-(difluoromethoxy)-3-((7-(4-(2-(2,6-dioxopiperidin-3-yl)-1-oxoisoindolin-4-yl)piperidin-1-yl)heptyl)oxy)benzamide